4-oxatetracyclo[6.2.1.02,7.03,5]undec-9-ene C12C3C4OC4CC3C(C=C1)C2